Methyl 2-(4-((2-(3-chlorophenyl)-6-methoxyquinazolin-4-yl)oxy)butoxy)-2-phenylacetate ClC=1C=C(C=CC1)C1=NC2=CC=C(C=C2C(=N1)OCCCCOC(C(=O)OC)C1=CC=CC=C1)OC